methylenemethyl-phosphine C=CP